[Cl-].C(C)C1=C(C(=C(C(=C1)OC)O)C=N)C=N.[Mn+2].[Cl-] manganese ethyl-bis(iminomethyl)guaiacol chloride